CC=1OC2=C(C1C(=O)NC1CCN(CC1)CC(F)(F)F)C=C(C=C2)OCC=2C(=NC=CC2)C(F)(F)F 2-methyl-N-(1-(2,2,2-trifluoroethyl)piperidin-4-yl)-5-((2-(trifluoromethyl)pyridin-3-yl)methoxy)-benzofuran-3-carboxamide